C(CCCCCCCCC)OC1=CC=C(C=C1)C=CC(=O)C1=CC=C(C=C1)O 3-(4-Decoxyphenyl)-1-(4-hydroxyphenyl)prop-2-en-1-one